6-chloro-1-cyclopropyl-1,3-dihydro-2H-benz[d]imidazol-2-one ClC=1C=CC2=C(N(C(N2)=O)C2CC2)C1